2-(3,4-dimethoxyphenyl)-4,6-bis(trichloromethyl)-1,3,5-triazine COC=1C=C(C=CC1OC)C1=NC(=NC(=N1)C(Cl)(Cl)Cl)C(Cl)(Cl)Cl